FC1C[NH2+]CC1F 3,4-difluoropyrrolidinium